1,2-bis(3-methacryloxy-2-hydroxypropoxy)ethane C(C(=C)C)(=O)OCC(COCCOCC(COC(C(=C)C)=O)O)O